6-[[4-[[(1S)-2-hydroxy-1-phenyl-ethyl]amino]-5-(3-methyl-1,2,4-oxadiazol-5-yl)pyrimidin-2-yl]amino]-3,3-dimethyl-2,4-dihydroisoquinolin-1-one OC[C@H](C1=CC=CC=C1)NC1=NC(=NC=C1C1=NC(=NO1)C)NC=1C=C2CC(NC(C2=CC1)=O)(C)C